C(CC(C)C)(=O)OC1COC(=C(C1=O)OC(CC(C)C)=O)C 2,3-dihydro-3,5-diisovaleryloxy-6-methyl-4H-pyran-4-one